C(C1=CC=CC=C1)OC(N[C@@H](CO)C1(CC1)C#N)=O (R)-(1-(1-cyanocyclopropyl)-2-hydroxyethyl)carbamic acid benzyl ester